N1(CCC1)CCC=1C(=CC(N(C1)C(C(=O)N[C@@H](CC(=O)O)C=1C=C(C=C(C1F)C)C1=C(C(=C(C=C1C)C)F)C)CC(C)C)=O)C(F)(F)F (3S)-3-(2-(5-(2-(azetidin-1-yl)ethyl)-2-oxo-4-(trifluoromethyl)pyridin-1(2H)-yl)-4-methylpentanamido)-3-(3',4-difluoro-2',4',5,6'-tetramethyl-[1,1'-biphenyl]-3-yl)propanoic acid